3-[benzyloxycarbonyl(2-carboxyethyl)amino]propanoic acid C(C1=CC=CC=C1)OC(=O)N(CCC(=O)O)CCC(=O)O